(4-Bromo-2,6-dimethyl-phenyl)-carbamic acid propyl ester C(CC)OC(NC1=C(C=C(C=C1C)Br)C)=O